4-[(2-amino-4-{[(2S)-1-hydroxypentan-2-yl]amino}-6-methylpyrimidin-5-yl)methyl]-N-(20-hydroxy-3,6,9,12,15,18-hexaoxaicosan-1-yl)-3-methoxybenzamide NC1=NC(=C(C(=N1)N[C@H](CO)CCC)CC1=C(C=C(C(=O)NCCOCCOCCOCCOCCOCCOCCO)C=C1)OC)C